FC1=C(C=CC=C1F)C1=CC2=C(N(C(N2)=O)[C@H](CS(=O)(=O)C)C2=NC(=C(C=C2)OC)OCC)C=C1 (S)-5-(2,3-difluorophenyl)-1-(1-(6-ethoxy-5-methoxypyridin-2-yl)-2-(methylsulfonyl)ethyl)-1H-benzo[d]imidazol-2(3H)-one